C(#C)C=1SC=C(N1)NC(=O)N1CCN(CC1)C1=CC=C(C=C1)C1=CC(=CC=C1)C1(CCCC1)O N-(2-ethynyl-thiazol-4-yl)-4-(3'-(1-hydroxycyclopentyl)-[1,1'-biphenyl]-4-yl)piperazine-1-carboxamide